Cl.FC1=C(C=CC(=C1F)OC)C1=CN=C2N1C=CN=C2NC2=CC(=C(C(=O)N1CCN(CC1)C(=O)N1C[C@@H](NCC1)CO)C=C2)C (R)-(4-(4-((3-(2,3-difluoro-4-methoxyphenyl)imidazo[1,2-a]pyrazin-8-yl)amino)-2-methylbenzoyl)piperazin-1-yl)(3-(hydroxymethyl)piperazin-1-yl)methanone hydrochloride